1-Ethyl-2-Pyrrolidone C(C)N1C(CCC1)=O